3-(2-chloro-4-trifluoromethyl-phenyl)-3-oxo-propionyl acetate C(C)(=O)OC(CC(=O)C1=C(C=C(C=C1)C(F)(F)F)Cl)=O